C(C=C)OC1=CC=C(C(=C1C1CC2=NN=C(N2C1)Cl)Cl)Cl 6-(6-(allyloxy)-2,3-dichlorophenyl)-3-chloro-6,7-dihydro-5H-pyrrolo[2,1-c][1,2,4]triazole